C1(CCCCC1)OC1=CC(=CC=C1)[N+](=O)[O-] 1-(cyclohexyloxy)-3-nitrobenzene